6-(1-(5-cyclopropyl-7-(2-(ethyl(methyl)amino)ethyl)-1-oxo-3,4-dihydroisoquinolin-2(1H)-yl)ethyl)-4-ethoxynicotinonitrile C1(CC1)C1=C2CCN(C(C2=CC(=C1)CCN(C)CC)=O)C(C)C1=NC=C(C#N)C(=C1)OCC